2,3,5-Triethyl-6-methyl-4-isobutoxy-phenol C(C)C1=C(C(=C(C(=C1CC)OCC(C)C)CC)C)O